2-chlorodopamine ClC1=C(CCN)C=CC(=C1O)O